C(C)(C)(C)OC(=O)N1C(C=CC1=O)=O N-(t-butoxycarbonyl)maleimide